t-butoxycarboxylic acid C(C)(C)(C)OC(=O)O